FC(OC1=C(C=CC=C1)C(O)C1=C(C=CC=C1)OC(F)(F)F)(F)F di(2-(trifluoromethoxy)phenyl)methanol